C(CC=C)OC=1C=2N(C=C(N1)C1=CN=NC(=C1)Cl)C=CN2 8-(but-3-en-1-yloxy)-6-(6-chloropyridazin-4-yl)imidazo[1,2-a]pyrazine